3-(3-((6-((2-fluorobenzyl)oxy)pyridin-2-yl)methyl)isoxazol-5-yl)pyridin-2-amine FC1=C(COC2=CC=CC(=N2)CC2=NOC(=C2)C=2C(=NC=CC2)N)C=CC=C1